1-methyl-3-(4-(tetrahydrofuran-3-yl)thiazol-2-yl)-1H-pyrrolo[2,3-c]pyridin CN1C=C(C=2C1=CN=CC2)C=2SC=C(N2)C2COCC2